1-(naphthalene-2-yl)ethanol tert-butyl-(2S,4R)-2-(hydroxymethyl)-4-(trifluoromethyl)pyrrolidine-1-carboxylate C(C)(C)(C)[C@]1(N(C[C@@H](C1)C(F)(F)F)C(=O)OC(C)C1=CC2=CC=CC=C2C=C1)CO